FC1=CC=C(C=C1)C1(CNCC1)NS(=O)(=O)C1=CC=C(C=C1)OC(C)C N-(3-(4-fluorophenyl)pyrrolidin-3-yl)-4-isopropoxybenzenesulfonamide